N1(CCCCC1)C(C)N1CCCCC1 bis-piperidylethane